5-(2-(3-((tetrahydro-2H-pyran-4-yl)methoxy)phenyl)-1H-pyrrolo[2,3-b]pyridin-4-yl)-1H-indazol O1CCC(CC1)COC=1C=C(C=CC1)C1=CC=2C(=NC=CC2C=2C=C3C=NNC3=CC2)N1